ClCCOCCOCCO 2-[(2-chloroethoxy)ethoxy]ethanol